C(OCCC)(=O)Cl propyl carbonochloridate